tert-Butyl (3S)-3-[3-[4-[3-cyano-4-(trifluoromethylsulfonyloxy)pyrazolo[1,5-a]pyridin-6-yl]-5-methyl-pyrazol-1-yl] azetidin-1-yl]pyrrolidine-1-carboxylate C(#N)C=1C=NN2C1C(=CC(=C2)C=2C=NN(C2C)C2CN(C2)[C@@H]2CN(CC2)C(=O)OC(C)(C)C)OS(=O)(=O)C(F)(F)F